C(C)N=C=NCCCN(C)C 1-ethyl-3-(3-(N,N-dimethylamino)propyl)carbodiimide